N1C=CC=2C1=NC=CC2[C@@H](C)OC=2C=C1C(=NNC1=CC2)C=2C=CC(=NC2)N2CC1(C2)CCN(CC1)C(C(C)(C)C)=O (R)-1-(2-(5-(5-(1-(1H-pyrrolo[2,3-b]pyridin-4-yl)ethoxy)-1H-indazol-3-yl)pyridin-2-yl)-2,7-diazaspiro[3.5]nonan-7-yl)-2,2-dimethylpropan-1-one